P(=O)(OCCOC(C=C)=O)([O-])[O-] mono(2-acryloxyethyl) phosphate